4-(5-((2-(((2-(3-carboxypropanoyl)-4-fluoro-6-methoxybenzo[b]thiophen-5-yl)oxy)methyl)allyl)oxy)-6-methoxybenzo[b]thiophen-2-yl)-4-oxobutanoic acid C(=O)(O)CCC(=O)C1=CC2=C(S1)C=C(C(=C2F)OCC(COC2=CC1=C(SC(=C1)C(CCC(=O)O)=O)C=C2OC)=C)OC